oxirane-2-carboxylic acid benzyl ester C(C1=CC=CC=C1)OC(=O)C1OC1